CC(CO)(C(C(CCC)C)O)CCC 2,4-Dimethyl-2-propylheptane-1,3-diol